(6R,8aS)-6-(8-amino-1-{4-[(1R)-1-(2-fluorophenyl)-1-hydroxyethyl]phenyl}imidazo[1,5-a]pyrazin-3-yl)hexahydroindolizin-3(2H)-one NC=1C=2N(C=CN1)C(=NC2C2=CC=C(C=C2)[C@@](C)(O)C2=C(C=CC=C2)F)[C@H]2CN1C(CC[C@@H]1CC2)=O